N-(4-bromo-3-fluorobenzyl)-7-nitro-[1,3]dioxolo[4,5-h]quinolin-6-amine BrC1=C(C=C(CNC=2C(=CN=C3C4=C(C=CC23)OCO4)[N+](=O)[O-])C=C1)F